FC=1C(=CC2=C(N=C3N2C(=CC=C3C3=CC=C(C=C3)Cl)C3=CC=CC=C3)C1)F 7,8-difluoro-4-(p-chlorophenyl)-1-phenylbenzo[4,5]imidazo[1,2-a]pyridine